C(C)(C)(C)OC(NC1=C(C2=C(S1)C(=CC=C2B2OC(CO2)(C)C)F)C#N)=O (3-cyano-4-(5,5-dimethyl-1,3,2-dioxaborolan-2-yl)-7-fluorobenzo[b]thiophen-2-yl)carbamic acid tert-butyl ester